tert-butyl 1-[[3-(1H-pyrazol-1-yl)-5-(trifluoromethyl) phenyl] methyl]-1,8-diazaspiro[4.5]decane-8-carboxylate N1(N=CC=C1)C=1C=C(C=C(C1)C(F)(F)F)CN1CCCC12CCN(CC2)C(=O)OC(C)(C)C